5-(1-methylsulfonyl-ethyl)furan-2-carboxylic acid CS(=O)(=O)C(C)C1=CC=C(O1)C(=O)O